ClC=1C=CC(=C(C(=O)C2CCN(CC2)C2=CC=C(C#N)C=C2)C1)F 4-(4-(5-chloro-2-fluorobenzoyl)piperidin-1-yl)benzonitrile